1-((2-(2,6-dioxopiperidin-3-yl)-1,3-dioxoisoindolin-4-yl)oxy)-3,6,9,12,15-pentaoxaoctadecan-18-amide O=C1NC(CCC1N1C(C2=CC=CC(=C2C1=O)OCCOCCOCCOCCOCCOCCC(=O)N)=O)=O